2-((6-(1,1-difluoroethyl)-2-methylpyridin-3-yl)sulfonyl)-N-methyl-N-(oxetan-3-yl)-2-azaspiro[3.3]heptan-6-amine FC(C)(F)C1=CC=C(C(=N1)C)S(=O)(=O)N1CC2(C1)CC(C2)N(C2COC2)C